(S)-7-((3,5-dichlorobenzyl)amino)-5-((piperidin-3-yl)amino)pyrazolo[1,5-a]pyrimidine-3-carbonitrile ClC=1C=C(CNC2=CC(=NC=3N2N=CC3C#N)N[C@@H]3CNCCC3)C=C(C1)Cl